CC1=CN=C(O1)C1CN(C1)[C@H]1[C@@H](CCCC1)OC=1C=C2CN(C(C2=CC1)=O)N1C(CCCC1=O)=O (5-(((trans)-2-(3-(5-methyloxazol-2-yl)azetidin-1-yl)cyclohexyl)oxy)-1-oxoisoindolin-2-yl)piperidine-2,6-dione